OC=1C=C(C=CC1O)\C=C\C1=CC(=CC(=C1)O)O 3,3',4,5'-tetrahydroxy-trans-stilbene